FC(COC1=CC=CC(=N1)C(S(=O)(=O)N)C1=CN=C2C(=N1)NC=N2)(F)F 6-(trifluoroethoxy)pyridin-2-yl-1H-imidazo[4,5-b]pyrazin-6-yl-methanesulfonamide